allyl-N-[(2S)-3-(allyloxycarbonylamino)-2-hydroxy-propyl]-N-[(2R)-3-(tert-butoxycarbonylamino)-2-hydroxy-propyl]carbamate C(C=C)OC(N(C[C@@H](CNC(=O)OC(C)(C)C)O)C[C@H](CNC(=O)OCC=C)O)=O